methyl 4-((7-(butylamino)-5-((methoxycarbonyl) amino)-3-((trimethylsilyl) ethynyl)-1H-pyrazolo[4,3-d]pyrimidin-1-yl) methyl)-3-methoxybenzoate C(CCC)NC=1C2=C(N=C(N1)NC(=O)OC)C(=NN2CC2=C(C=C(C(=O)OC)C=C2)OC)C#C[Si](C)(C)C